ClC1=NC(=NC=C1C(F)(F)F)SC1COC1 4-chloro-2-(oxetan-3-ylthio)-5-(trifluoromethyl)pyrimidine